Methyl 4,5-diamino-2'-chloro-4'-methyl-[1,1'-biphenyl]-3-carboxylate NC1=C(C=C(C=C1N)C1=C(C=C(C=C1)C)Cl)C(=O)OC